6-cyclobutoxy-N-(1-((1S,2R)-2-fluorocyclopropyl)-2-oxo-1,2-dihydropyridin-3-yl)-2-(1-methyl-2-oxabicyclo[2.1.1]hex-4-yl)-2H-pyrazolo[3,4-b]pyridine-5-carboxamide C1(CCC1)OC=1C(=CC=2C(N1)=NN(C2)C21COC(C2)(C1)C)C(=O)NC=1C(N(C=CC1)[C@@H]1[C@@H](C1)F)=O